C(C)(C)(C)OC(=O)N1C[C@@H]2C([C@@H]2C1)C#CC1=C(C=C2C(=NC=NC2=C1)NC1=C(C(=CC=C1)Cl)F)[N+](=O)[O-] (1r,5s,6s)-6-((4-((3-chloro-2-fluorophenyl)amino)-6-nitroquinazolin-7-yl)ethynyl)-3-azabicyclo[3.1.0]hexane-3-carboxylic acid tert-butyl ester